NC1=NC=C(C2=C1C(=C(N2COCC[Si](C)(C)C)Br)C2=NC=CC=N2)C#N 4-amino-2-bromo-3-(pyrimidin-2-yl)-1-((2-(trimethyl-silyl)ethoxy)-methyl)-1H-pyrrolo[3,2-c]pyridine-7-carbonitrile